N1(CCCC1)C1CNCC1 1,3-bipyrrolidine